C(C)(=O)OCCCC(CC(=O)O)O 6-acetoxy-3-hydroxyhexanoic acid